6'-chloro-1'-(1-methyl-1H-pyrazol-4-yl)-2'-oxo-1,3-dihydro-spiro[indene-2,3'-indoline]-5-carboxylic acid ClC1=CC=C2C3(C(N(C2=C1)C=1C=NN(C1)C)=O)CC1=CC=C(C=C1C3)C(=O)O